[Se]1C=C(C=C1)O Selenophen-3-ol